FC1(CCC(CC1)NC(OC(C)(C)C)=O)C(=O)NNC=O tert-butyl (4-fluoro-4-(2-formylhydrazine-1-carbonyl)cyclohexyl)carbamate